FC([C@H]1N(C(OC1)=O)C=1N=C2N(CCOC3=C2C=CC(=C3)N[C@H](C(=O)N)CF)C1)F (R)-2-((2-((S)-4-(difluoromethyl)-2-oxooxazolidin-3-yl)-5,6-dihydrobenzo[f]imidazo[1,2-d][1,4]oxazepin-9-yl)amino)-3-fluoropropanamide